CC1=CC=CC=2N(C3=CC=CC=C3C12)\N=C\C=1C=C(C=CC1OC(C1=CC=C(C=C1)OCCCCCCOC(C=C)=O)=O)OC(C1=CC=C(C=C1)OCCCCCCOC(C=C)=O)=O.C(C1=CC=CC=C1)(=O)O benzoic acid [3-[(E)-(4-methyl-carbazol-9-yl)iminomethyl]-4-[4-(6-prop-2-enoyloxyhexyloxy)benzoyl]oxyphenyl]4-(6-prop-2-enoyloxyhexyloxy)benzoate